(2S)-2-[[3-isopropyl-8-[[4-(3-pyridyl)phenyl]methylamino]-[1,2,4]triazolo[4,3-b]pyridazin-6-yl]amino]butan-1-ol C(C)(C)C1=NN=C2N1N=C(C=C2NCC2=CC=C(C=C2)C=2C=NC=CC2)N[C@H](CO)CC